C(C)(=O)OC(COC)CN1CCC(CC1)NC1=C2C=C(N(C2=CC=C1)CC(F)(F)F)C#CCNC1=C(C=C(C=C1)S(N)(=O)=O)OC 1-methoxy-3-{4-[(2-{3-[(2-methoxy-4-sulfamoylphenyl)amino]prop-1-yn-1-yl}-1-(2,2,2-trifluoroethyl)-1H-indol-4-yl)amino]piperidin-1-yl}propan-2-yl acetate